C(C1=C(C(=CC(=C1)C(CC(C)(C)C)(C)C)N1N=C2C(=N1)C=CC=C2)O)C2=C(C(=CC(=C2)C(CC(C)(C)C)(C)C)N2N=C1C(=N2)C=CC=C1)O 2,2'-methylene-bis[4-(1,1,3,3-tetramethylbutyl)-6-benzotriazol-2-ylphenol]